FC=1C=C(C=CC1C)N1N=C2N=CN=C(C2=C1)N1C[C@H](NCC1)C(=O)NCC1=CC=C(C=C1)SC (S)-4-(2-(3-fluoro-4-methylphenyl)-2H-pyrazolo[3,4-d]pyrimidin-4-yl)-N-(4-(methylthio)benzyl)piperazine-2-carboxamide